COCCO[SiH](OCCOC)OCCOC tris(β-methoxyethoxy)silane